2-Chloro-5-cyclopropyl-pyrimidine ClC1=NC=C(C=N1)C1CC1